NCC(CC)(O)CN bisaminomethyl-propanol